C1(=CC=CC=C1)N1CC(C1)N phenyl-azetidin-3-amine